(2S,3S,4R,5R)-3,4-dihydroxyl-N-isopropyl-5-(6-(((6-methylpyridin-2-yl)methyl)amino)-2-(5-methylpyridin-3-yl)-9H-purin-9-yl)tetrahydrofuran-2-formamide O[C@@H]1[C@H](O[C@H]([C@@H]1O)N1C2=NC(=NC(=C2N=C1)NCC1=NC(=CC=C1)C)C=1C=NC=C(C1)C)C(=O)NC(C)C